tert-butyl 1-(4-(trifluoromethoxy) phenylcarbamoyl)-1,2,3,4-tetrahydroquinolin-3-ylcarbamate FC(OC1=CC=C(C=C1)NC(=O)N1CC(CC2=CC=CC=C12)NC(OC(C)(C)C)=O)(F)F